[N+](=O)([O-])C1=CC=NC2=CC=CC=C12 4-nitroquinolin